Dimethyl-platinum (II) C[Pt]C